OC=C1CCC2=C(C(=C(O2)C(=O)[O-])C(F)(F)F)C1=O 5-(hydroxymethylene)-4-oxo-3-(trifluoromethyl)-4,5,6,7-tetrahydro-1-benzofuran-2-carboxylate